4-(6-((4-(methylsulfonyl)piperazin-1-yl)methyl)-2-(3-(m-tolyl)-1H-pyrazol-1-yl)thieno[3,2-d]pyrimidin-4-yl)morpholine CS(=O)(=O)N1CCN(CC1)CC1=CC=2N=C(N=C(C2S1)N1CCOCC1)N1N=C(C=C1)C=1C=C(C=CC1)C